sodium (2S,2'S)-4,4'-(ethane-1,2-diylbis(disulfanediyl))bis(2-aminobutane-1-sulfinate) C(CSSCC[C@@H](CS(=O)[O-])N)SSCC[C@@H](CS(=O)[O-])N.[Na+].[Na+]